thiobis(3-methyl-6-t-butylphenol) S(C1=C(C(=CC=C1C)C(C)(C)C)O)C1=C(C(=CC=C1C)C(C)(C)C)O